FC(C1=NNC=C1C1=NC2=CC=C3C(=C2C(=C1)C(=O)O)C=NN3)(F)F 7-(3-(trifluoromethyl)-1H-pyrazol-4-yl)-3H-pyrazolo[4,3-f]quinoline-9-carboxylic acid